2-chloro-5-(1-((tetrahydro-2H-pyran-4-yl)oxy)ethyl)pyridine ClC1=NC=C(C=C1)C(C)OC1CCOCC1